OC1(CCN(CC1)C(=O)N1CCN(CC1)C1=CC=C(C#N)C=C1)CN1C=NN2C(C1=O)=CC=C2 4-(4-(4-hydroxy-4-((4-oxopyrrolo[2,1-f][1,2,4]triazin-3(4H)-yl)methyl)piperidine-1-carbonyl)piperazin-1-yl)benzonitrile